C1(=CC=CC=C1)C1=CC=CC(=N1)C=1C=C(C=CC1)C1=C(C=NC=C1N1C2=CC=C(C=C2C=2C=C(C=CC12)N(C1=CC=CC=C1)C1=CC=CC=C1)N(C1=CC=CC=C1)C1=CC=CC=C1)N1C2=CC=C(C=C2C=2C=C(C=CC12)N(C1=CC=CC=C1)C1=CC=CC=C1)N(C1=CC=CC=C1)C1=CC=CC=C1 9,9'-(4-(3-(6-phenylpyridin-2-yl)phenyl)pyridine-3,5-diyl)bis(N3,N3,N6,N6-tetraphenyl-9H-carbazole-3,6-diamine)